2-(3-bromopyridin-4-yl)ethan-1-ol BrC=1C=NC=CC1CCO